(R)-2-methyl-5-phenyl-3-(1-phenylallyl)pyridine CC1=NC=C(C=C1[C@H](C=C)C1=CC=CC=C1)C1=CC=CC=C1